C[C@H]1[C@@H](C[C@]1(OC=1C=2N(C=C(N1)C=1C=NN(C1)C)N=CC2)C)N(C(C=C)=O)C N-((1R,2S,3R)-2,3-dimethyl-3-((6-(1-methyl-1H-pyrazol-4-yl)pyrazolo[1,5-a]pyrazin-4-yl)oxy)cyclobutyl)-N-methylacrylamide